N-(2,6-dimethyl-4-dimethylaminophenyl)-1-(2,4-dimethylcyclohex-3-en-1-yl)methanimine CC1=C(C(=CC(=C1)N(C)C)C)N=CC1C(C=C(CC1)C)C